9,9',9'',9'''-(4-cyano-6-(1-phenyl-1H-benzo[d]imidazol-2-yl)benzene-1,2,3,5-tetrayl)tetrakis(9H-carbazole-3-carbonitrile) C(#N)C1=C(C(=C(C(=C1N1C2=CC=CC=C2C=2C=C(C=CC12)C#N)C1=NC2=C(N1C1=CC=CC=C1)C=CC=C2)N2C1=CC=CC=C1C=1C=C(C=CC21)C#N)N2C1=CC=CC=C1C=1C=C(C=CC21)C#N)N2C1=CC=CC=C1C=1C=C(C=CC21)C#N